ClC1=CC=C(OCC(=O)NC2=C(C=C(C=C2)NC(COC2=CC=C(C=C2)Cl)=O)Cl)C=C1 2-(4-Chlorophenoxy)-N-[2-chloro-4-[[2-(4-chlorophenoxy)acetyl]amino]phenyl]acetamide